C(C(C)C)C1=CC=C(C=C1)C(C(=O)C1=NC=CC=C1)C 2-(4-isobutylphenyl)-1-(pyridin-2-yl)propan-1-one